BrC=1C=C(C=C(C1)OC)NC(=O)C1=CC2=C(NC(CCC2)=O)C=C1 N-(3-BROMO-5-METHOXYPHENYL)-2-OXO-2,3,4,5-TETRAHYDRO-1H-BENZO[B]AZEPINE-7-CARBOXAMIDE